bis-(methylsulfonylethyl)amine CS(=O)(=O)CCNCCS(=O)(=O)C